(S)-2-(pentafluorophenyloxy-phenoxy-phosphorylamino)propionic acid cyclobutyl ester C1(CCC1)OC([C@H](C)NP(=O)(OC1=C(C(=C(C(=C1F)F)F)F)F)OC1=CC=CC=C1)=O